C(#N)C(=CC1=C(N(C(=C1)C)C=1SC(=C(C1C#N)C)C)C)C1=NC2=C(C(=NC=C2)OC)N1 2-(3-(2-cyano-2-(4-methoxy-3H-imidazo[4,5-c]pyridin-2-yl)vinyl)-2,5-dimethyl-1H-pyrrol-1-yl)-4,5-dimethylthiophene-3-carbonitrile